O=C1NC(CCC1N1C(C2=C(C(=C(C(=C2C1=O)F)F)N1C(C(N(C(C1([2H])[2H])([2H])[2H])CC1CCN(CC1)C1=CC=C(C=C1)C(=C(CC)C1=CC=CC=C1)C1=CC=C(C=C1)O)([2H])[2H])([2H])[2H])F)=O)=O 2-(2,6-dioxopiperidin-3-yl)-4,5,7-trifluoro-6-(4-((1-(4-(1-(4-hydroxyphenyl)-2-phenylbut-1-en-1-yl)phenyl)piperidin-4-yl)methyl)piperazin-1-yl-2,2,3,3,5,5,6,6-d8)isoindoline-1,3-dione